Hexanoic acid (4-bromo-2,6-dimethyl-phenyl)-amide BrC1=CC(=C(C(=C1)C)NC(CCCCC)=O)C